12-iodo-4,6,8,10-tetramethyltridecyl pentyloxymethyl ether C(CCCC)OCOCCCC(CC(CC(CC(CC(C)I)C)C)C)C